COC1=C(C=CC=C1C1=NN(C=N1)C)NC1=C(N=NC(=C1)NS(=O)(=O)C1=NC=CC=C1)C(=O)NC([2H])([2H])[2H] 4-((2-methoxy-3-(1-methyl-1H-1,2,4-triazol-3-yl)phenyl)amino)-N-(methyl-d3)-6-(pyridine-2-sulfonylamino)pyridazine-3-carboxamide